N-[2-[4-[[[4-[1-(2,6-dioxo-3-piperidyl)-3-methyl-2-oxo-benzimidazol-4-yl]cyclohexyl]amino]methyl]cyclohexyl]-6-methoxy-indazol-5-yl]-6-(trifluoromethyl)pyridine-2-carboxamide O=C1NC(CCC1N1C(N(C2=C1C=CC=C2C2CCC(CC2)NCC2CCC(CC2)N2N=C1C=C(C(=CC1=C2)NC(=O)C2=NC(=CC=C2)C(F)(F)F)OC)C)=O)=O